C(C)(=O)C1=CC=C(C=C1)C#CC(=O)O 3-(4-acetylphenyl)propiolic acid